FC(S(=O)(=O)OC1=C(C(=NC2=CC=CC=C12)C1=C(C=CC=C1)C1=CC=C(C=C1)OCC)[N+](=O)[O-])(F)F ((4-ethoxyphenyl) phenyl)-3-nitroquinolin-4-yl trifluoromethanesulfonate